N=1C=C(N2C1C=CC=C2)CC(=O)N2CCC1=CC=C(C=C21)C(=O)NC2=CC(=CC(=C2)C(F)(F)F)CN2CCN(CC2)C 1-(2-(imidazo[1,2-a]pyridin-3-yl)acetyl)-N-(3-((4-methylpiperazin-1-yl)methyl)-5-(trifluoromethyl)phenyl)indoline-6-carboxamide